BrC1=CC2=C(N(C[C@@H](C(N2C)=O)NC(=O)OC(C)(C)C)C(=O)OC(C)(C)C)C=C1 tert-butyl (S)-7-bromo-3-((tert-butoxycarbonyl)amino)-5-methyl-4-oxo-2,3,4,5-tetrahydro-1H-benzo[b][1,4]diazepine-1-carboxylate